CC1(OB(OC1(C)C)C1=C(C=C(C(=O)OC)C=C1)OC(F)(F)F)C methyl 4-(4,4,5,5-tetramethyl-1,3,2-dioxaborolan-2-yl)-3-(trifluoromethoxy)benzoate